FC=1C=C2NC(C(NC2=C(C1C=1C=CC=C2C(=CNC12)C)F)=NNC(CC#CC)=O)(C)C N'-(6,8-difluoro-3,3-dimethyl-7-(3-methyl-1H-indol-7-yl)-3,4-dihydroquinoxalin-2(1H)-ylidene)pent-3-ynhydrazide